CCCCCCCCCCCCCCCCCCCCCCCCCC(=O)N[C@@H](CO)[C@@H](/C=C/CCCCCCCCCC(C)C)O The molecule is an N-acyl-15-methylhexadecasphing-4-enine in which the acyl group has 26 carbons and 0 double bonds. It is a N-acyl-15-methylhexadecasphing-4-enine, a Cer(d43:1) and a N-(very-long-chain fatty acyl)-sphingoid base. It derives from a 15-methylhexadecasphing-4-enine.